(E)-6-(((tert-butylsulfinyl)imino)methyl)nicotinic acid methyl ester COC(C1=CN=C(C=C1)/C=N/S(=O)C(C)(C)C)=O